C(CCCCCCCCCCCCCCCCCCCCCCCCCCCC)N1C(CC1)=O 1-nonacosylazetidin-2-one